(R)-3-((4-Hydroxy-1-(3-phenylbutanoyl)piperidin-4-yl)methyl)-6-isopropylpyrimidin-4(3H)-one OC1(CCN(CC1)C(C[C@@H](C)C1=CC=CC=C1)=O)CN1C=NC(=CC1=O)C(C)C